CC1=NC=2N(C=C(NC2)C2=CC=C(C=C2)OC)C1=O 2-Methyl-6-(4-methoxyphenyl)-3,7-dihydroimidazo[1,2-a]pyrazin-3-one